BrCCCCCCCCCCCO 11-bromo-undecyl alcohol